(N-[4-amino-5-[4-[2-[(3-methylisoxazol-5-yl)amino]-2-oxo-ethoxy]benzoyl]thiazol-2-yl]-4-fluoro-anilino)propanamide NC=1N=C(SC1C(C1=CC=C(C=C1)OCC(=O)NC1=CC(=NO1)C)=O)N(C1=CC=C(C=C1)F)C(C(=O)N)C